FC1=CN=CC=2NC(C(NC21)=S)(C)C 8-fluoro-3,3-dimethyl-3,4-dihydro-1H-pyrido[3,4-b]pyrazine-2-thione